CN1CCN(CC1)C1=CC=2OCCC3N(C2N=C1)CCNC3 3-(4-methylpiperazin-1-yl)-6,7,7a,8,10,11-hexahydro-9H-pyrazino[1,2-d]pyrido[3,2-b][1,4]oxazepin